CC1=NC(=CC(=C1)C=1NC2=CC=C(C=C2C1C(=C)C(F)(F)F)C1CCNCC1)C 2-(2,6-dimethylpyridin-4-yl)-5-(piperidin-4-yl)-3-(3,3,3-trifluoroprop-1-en-2-yl)-1H-indole